N-ethyl-5-fluoro-2-{1-methyl-6-[(3S)-1-{[(1s,4s)-4-amino-1-hydroxycyclohexyl]methyl}pyrrolidin-3-yl]-1H-indazol-4-yl}-N-(isopropyl)benzamide C(C)N(C(C1=C(C=CC(=C1)F)C1=C2C=NN(C2=CC(=C1)[C@H]1CN(CC1)CC1(CCC(CC1)N)O)C)=O)C(C)C